NC1=CC2=CN(N=C2C=C1F)C1CCC(CC1)CO (1r,4r)-4-(5-amino-6-fluoro-2H-indazol-2-yl)cyclohexyl-methanol